NC1=NOC(=N1)C=1C=2C3=C(NC2C(=C(C1)Cl)Cl)CCNC(C3)=O 10-(3-amino-1,2,4-oxadiazol-5-yl)-7,8-dichloro-3,4,5,6-tetrahydroazepino[4,5-b]indol-2(1H)-one